(1R,3S)-3-(3-(((benzyloxy)carbonyl)amino)-1H-pyrazol-5-yl)cyclopentyl pyrrolidine-1-carboxylate N1(CCCC1)C(=O)O[C@H]1C[C@H](CC1)C1=CC(=NN1)NC(=O)OCC1=CC=CC=C1